N-methyl-2,2-difluoro-1,3-benzodioxole-5-carboxamido-2-fluorobenzimidamide bromide [Br-].CNC(C1=C(C(=CC=C1)NC(=O)C1=CC2=C(OC(O2)(F)F)C=C1)F)=N